BrC1=CSC=2C=NN(C(C21)=O)C(C)CC 3-Bromo-5-(sec-butyl)thieno[2,3-d]pyridazin-4(5H)-one